S1C(=NC2=C1C=CC=C2)\C(\CC(=O)O)=C\C=2C(=NN(C2)C)C2=CC=C(C=C2)C#N (E)-3-(benzo[d]thiazol-2-yl)-4-(3-(4-cyanophenyl)-1-methyl-1H-pyrazol-4-yl)but-3-enoic acid